COC=1SC=CN1 2-Methoxy-1,3-thiazole